FC(CN1N=CC(=C1)C1=NC=CC(=N1)NC1=CC(=C(C=N1)C1=NC=C(C=C1)OC1CCN(CC1)CCF)NC1CCC(CC1)F)F N6'-(2-(1-(2,2-Difluoroethyl)-1H-pyrazol-4-yl)pyrimidin-4-yl)-N4'-((1s,4s)-4-fluorocyclohexyl)-5-((1-(2-fluoroethyl)piperidin-4-yl)oxy)-[2,3'-bipyridine]-4',6'-diamine